COC1CCN(CC1)C[B-](F)(F)F.[K+] potassium (4-methoxy-1-piperidyl)methyltrifluoroborate